C(C)(C)(C)OC(=O)NC=1SC=C(N1)C(C(=O)OCC)=O ethyl 2-(2-((tert-butoxycarbonyl) amino) thiazol-4-yl)-2-oxoacetate